5-methyl-4,5,6,7-tetrahydro-2H-indazol CC1CC2=CNN=C2CC1